N1(C2=C(OCCC1)N=C1C(=C2)C=CN1)C1=C(C(=O)N)C=CC=C1 2-(2,3,4,7-tetrahydro-1H-pyrrolo[3',2':5,6]pyrido[2,3-b][1,4]oxazepin-1-yl)benzamide